3-[(3-chloro-2-methoxyphenyl)amino]-2-[3-[2-(1-hydroxycyclopropyl)ethynyl]pyridin-4-yl]-1H,5H,6H,7H-pyrrolo[3,2-c]pyridin-4-one ClC=1C(=C(C=CC1)NC1=C(NC2=C1C(NCC2)=O)C2=C(C=NC=C2)C#CC2(CC2)O)OC